4-(2,6-dichlorobenzamido)-N-(1-(4-(1-(4-((2-(2,6-dioxopiperidin-3-yl)-1,3-dioxoisoindolin-4-yl)oxy)butyl)-1H-1,2,3-triazol-4-yl)butyl)piperidin-4-yl)-1H-pyrazole-3-carboxamide ClC1=C(C(=O)NC=2C(=NNC2)C(=O)NC2CCN(CC2)CCCCC=2N=NN(C2)CCCCOC2=C3C(N(C(C3=CC=C2)=O)C2C(NC(CC2)=O)=O)=O)C(=CC=C1)Cl